(Z)-1-acetyl-2-((4-(2-acetyl-1,2,3,4-tetrahydroisoquinolin-7-yl)-6-(morpholine-4-carbonyl)quinolin-2-yl)-methylene)indolin-3-one C(C)(=O)N1\C(\C(C2=CC=CC=C12)=O)=C/C1=NC2=CC=C(C=C2C(=C1)C1=CC=C2CCN(CC2=C1)C(C)=O)C(=O)N1CCOCC1